4-Ethynyl-benzonitrile C(#C)C1=CC=C(C#N)C=C1